ClC1=C(C=C(C=C1)C#N)C=1C=C2C(=NN(C2=CC1)C(C1=CC=CC=C1)(C1=CC=CC=C1)C1=CC=CC=C1)NC(=O)[C@H]1CN(CCC1)C(=O)OC(C)OC(=O)C1CCOCC1 1-[(Tetrahydro-2H-pyran-4-ylcarbonyl)oxy]ethyl (3R)-3-{[5-(2-chloro-5-cyanophenyl)-1-trityl-1H-indazol-3-yl]carbamoyl}piperidine-1-carboxylate